CC[C@H]1[C@H]([C@@H](C/C(=C/C=C/[C@@H]([C@H](OC(=O)/C(=C/C(=C/[C@H]([C@H]1O)C)/C)/OC)[C@@H](C)[C@H]([C@H](C)[C@H]2C[C@H]([C@@H]([C@H](O2)/C=C/C)C)O[C@H]3C[C@H]([C@@H]([C@H](O3)C)OC(=O)N)O)O)OC)/C)C)O The molecule is a macrolide antibiotic that is a semisynthetic analogue of concanamycin A, possessing an 18-membered lactone ring and a 6-membered oxane ring in which the hydroxy group at position 23 is glycosylated by a 4-O-carbamoyl-2,6-dideoxy-beta-D-arabino-hexopyranosyl residue. It is a macrolide antibiotic, a monosaccharide derivative, a carbamate ester, an enol ether, a tetrol and a semisynthetic derivative.